COC=1C(=NC=C(C1)CN1C[C@H](NCC1)C1=C(C=CC=C1)C)N1[C@H](COCC1)C (S)-4-(3-methoxy-5-(((R)-3-(o-tolyl)piperazin-1-yl)methyl)pyridin-2-yl)-3-methylmorpholine